2-(((2R)-1-(5,6-diphenyl-pyrazin-2-yl)-2-methylpiperidin-4-yl)oxy)acetic acid C1(=CC=CC=C1)C=1N=CC(=NC1C1=CC=CC=C1)N1[C@@H](CC(CC1)OCC(=O)O)C